3-t-octylcyclohexanol acrylate C(C=C)(=O)OC1CC(CCC1)C(C)(C)CC(C)(C)C